(1R,2R)-N-(2-(azetidine-1-carbonyl)-3-(6-((S)-1-hydroxypropyl)-4-methylpyridin-3-yl)-1,6-naphthyridin-7-yl)-2-fluorocyclopropane-1-carboxamide N1(CCC1)C(=O)C1=NC2=CC(=NC=C2C=C1C=1C=NC(=CC1C)[C@H](CC)O)NC(=O)[C@@H]1[C@@H](C1)F